hexadecyldimethylanilinium tetra(4-(triisopropylsilyl)-2,3,5,6-tetrafluorophenyl)borate C(C)(C)[Si](C1=C(C(=C(C(=C1F)F)[B-](C1=C(C(=C(C(=C1F)F)[Si](C(C)C)(C(C)C)C(C)C)F)F)(C1=C(C(=C(C(=C1F)F)[Si](C(C)C)(C(C)C)C(C)C)F)F)C1=C(C(=C(C(=C1F)F)[Si](C(C)C)(C(C)C)C(C)C)F)F)F)F)(C(C)C)C(C)C.C(CCCCCCCCCCCCCCC)[N+](C1=CC=CC=C1)(C)C